1-(trans-4-((4-(4-chloro-1H-pyrazol-3-yl)-5-(trifluoromethyl)pyrimidin-2-yl)amino)cyclohexyl)-1-(5-(2-methoxypyrimidin-5-yl)pyridin-2-yl)-3-(2,2,2-trifluoroethyl)urea ClC=1C(=NNC1)C1=NC(=NC=C1C(F)(F)F)N[C@@H]1CC[C@H](CC1)N(C(=O)NCC(F)(F)F)C1=NC=C(C=C1)C=1C=NC(=NC1)OC